(2S)-N-(5-(2,4-difluorophenoxy)pyrazin-2-yl)-2-(3,3-dimethyl-4-(4,5,6,7-tetrahydrobenzo[d]oxazole-6-carbonyl)piperazin-1-yl)propanamide FC1=C(OC=2N=CC(=NC2)NC([C@H](C)N2CC(N(CC2)C(=O)C2CC3=C(N=CO3)CC2)(C)C)=O)C=CC(=C1)F